FC(C)(F)C1=CC=CC(=N1)N1C=C(C=2C=NC(=CC21)NC(C)=O)C(F)F N-(1-(6-(1,1-difluoroethyl)pyridin-2-yl)-3-(difluoromethyl)-1H-pyrrolo[3,2-c]pyridin-6-yl)acetamide